3-(5-(4-acryloylpiperazin-1-yl)-2-(trifluoromethyl)-phenyl)-4-(1H-indol-3-yl)-1H-pyrrole-2,5-dione C(C=C)(=O)N1CCN(CC1)C=1C=CC(=C(C1)C=1C(NC(C1C1=CNC2=CC=CC=C12)=O)=O)C(F)(F)F